OC1=C(C(=O)O)C=CC(=C1)C1=CC2=C(N(C(S2)=O)CCC)C=C1 2-hydroxy-4-(3-propyl-2-benzothiazolinone-6-yl)benzoic acid